tert-butyl-{4-cyano-6-[(4-bromophenyl) amino] pyrimidin-2-yl}-5-amino-1H-pyrazole-4-carboxylate C(C)(C)(C)OC(=O)C=1C=NN(C1N)C1=NC(=CC(=N1)C#N)NC1=CC=C(C=C1)Br